(S)-2-(4-(2-ethyl-2-hydroxybutyl)piperazine-1-carbonyl)pyrrolidine-1-carboxylic acid tert-butyl ester C(C)(C)(C)OC(=O)N1[C@@H](CCC1)C(=O)N1CCN(CC1)CC(CC)(O)CC